Tert-Butyl-6'-Oxo-6',8'-Dihydro-2'H-Spiro[Azepane-4,3'-Benzo[2,1-b:3,4-c']Difuran]-1-Carboxylate C(C)(C)(C)OC(=O)N1CCC2(C3=C(OC2)C=2COC(C2C=C3)=O)CCC1